trans-2-(2-methyl-5-nitrophenyl)cyclobutane-1-carboxylic acid CC1=C(C=C(C=C1)[N+](=O)[O-])[C@H]1[C@@H](CC1)C(=O)O